C(C1=CC=CC=C1)N(CCS(=O)(=O)NC(C)=O)C=1SC(=C(N1)C1=CC(=C(C=C1)Cl)Cl)CC(C)C N-(2-(benzyl-(4-(3,4-dichlorophenyl)-5-isobutylthiazol-2-yl)amino)ethylsulfonyl)acetamide